C(=O)(OC(C)(C)C)N(C[C@@H](COCC1=CC=CC=C1)O)CCBr (S)-N-BOC-3-((2-bromoethyl)amino)-1-benzyloxy-2-propanol